N1(CCCC1)[C@@H](C(=O)O)C 2-(R)-pyrrolidinopropionic acid